tert-butyl (3S)-3-[[(1S)-2-methoxy-2-oxo-1-[[(3S)-2-oxopyrrolidin-3-yl]methyl]ethyl]carbamoyl]-2-azaspiro[4.4]nonane-2-carboxylate COC([C@H](C[C@H]1C(NCC1)=O)NC(=O)[C@H]1N(CC2(C1)CCCC2)C(=O)OC(C)(C)C)=O